(R)-3-(isoquinolin-4-yl)-2-oxo-1-phenylimidazoline-4-carbonitrile C1=NC=C(C2=CC=CC=C12)N1C(N(C[C@@H]1C#N)C1=CC=CC=C1)=O